tert-Butyl 2-(4-(4-((9-((1s,3s)-3-(2-phenylacetamido)cyclobutyl)-9H-purin-6-yl)amino)phenyl) Piperidin-1-yl)-7-azaspiro[3.5]nonane-7-carboxylate C1(=CC=CC=C1)CC(=O)NC1CC(C1)N1C2=NC=NC(=C2N=C1)NC1=CC=C(C=C1)C1CCN(CC1)C1CC2(C1)CCN(CC2)C(=O)OC(C)(C)C